ClC=1C(=CC(=C(C1)N(C(=O)[C@H]1CC=2C=NC=CC2N1C1=NC(=CC(=C1)C(F)(F)F)Cl)C)F)F (R)-N-(5-chloro-2,4-difluorophenyl)-1-(6-chloro-4-(trifluoromethyl)pyridin-2-yl)-N-methyl-2,3-dihydro-1H-pyrrolo[3,2-c]pyridine-2-carboxamide